C(C=C)(=O)OCC(CC(CCCCCCC(COC(C=C)=O)O)OC(CCCCCCC(COC(C=C)=O)O)CC(COC(C=C)=O)O)O 1,6-bis(3-acryloxy-2-hydroxypropyl)-hexyl ether